S(C1=CC=C(C=C1)S)C1=CC=C(C=C1)S 4,4'-thiodiphenyl thiol